ClC1=CN=C2N1N=C(C=C2)C=2C1=C(N=C(N2)NC2=CC(=CC=C2)N2CCN(CC2)C)NC=C1 (3-chloroimidazo[1,2-b]pyridazin-6-yl)-N-(3-(4-methylpiperazin-1-yl)phenyl)-7H-pyrrolo[2,3-d]pyrimidin-2-amine